ClC1=CC(=C(C=N1)N)O[C@H](COC)C (S)-6-chloro-4-((1-methoxyprop-2-yl)oxy)pyridin-3-amine